lithium alaninate N[C@@H](C)C(=O)[O-].[Li+]